C[C@@]12[C@@](CNC1)(COC2)C (3aR,6aS)-3a,6a-dimethyl-tetrahydro-1H-furo[3,4-c]pyrrole